3-({[(4R)-7-(3-fluoro-2-methylphenyl)-3,4-dihydro-2H-1-benzopyran-4-yl]methyl}amino)pyridine-4-carboxylic acid FC=1C(=C(C=CC1)C1=CC2=C([C@@H](CCO2)CNC=2C=NC=CC2C(=O)O)C=C1)C